7-bromo-2-(2-(thiophen-2-yl)ethyl)-1,2,3,4-tetrahydroisoquinoline BrC1=CC=C2CCN(CC2=C1)CCC=1SC=CC1